FC(C(=O)O)(F)F.NCCSSCCNC(CCC(=O)O)=O 4-((2-((2-aminoethyl)disulfaneyl)ethyl)amino)-4-oxobutanoic acid trifluoroacetate salt